FC=1C(=NC(=NC1)NC1=CC=C(C=N1)CN1CCN(CC1)C(=O)OC(C)(C)C)C1=CC2=C(N=C3N2[C@@H](CC3)COC)C(=C1)F tert-butyl (S)-4-((6-((5-fluoro-4-(5-fluoro-1-(methoxymethyl)-2,3-dihydro-1H-benzo[d]pyrrolo[1,2-a]imidazol-7-yl)pyrimidin-2-yl)amino)pyridin-3-yl)methyl)piperazine-1-carboxylate